ClC=1C=C(C=CC1Cl)N1CCCN(S1(=O)=O)CC(=O)NC1C2CC3CC(CC1C3)(C2)O 2-(6-(3,4-dichlorophenyl)-1,1-dioxido-1,2,6-thiadiazinan-2-yl)-N-(5-hydroxyadamantan-2-yl)acetamide